VINYL-ETHYLENE carbon [C].C(=C)C=C